CS(=O)(=O)C1=CC2=C(NC(=N2)CN)C=C1 (5-methanesulfonyl-1H-1,3-benzodiazol-2-yl)methanamine